FC(C1=NN=NN1CC(=O)O)F 2-(5-(difluoromethyl)-1H-tetrazol-1-yl)acetic acid